((Propane-1,3-diylbis(oxy))bis(5-methoxy-2-nitro-4,1-phenylene))bis(((S)-2-(((tert-butyldimethylsilyl)oxy)methyl)-4-methylenepyrrolidin-1-yl)methanone) C(CCOC1=CC(=C(C=C1OC)C(=O)N1[C@@H](CC(C1)=C)CO[Si](C)(C)C(C)(C)C)[N+](=O)[O-])OC1=CC(=C(C=C1OC)C(=O)N1[C@@H](CC(C1)=C)CO[Si](C)(C)C(C)(C)C)[N+](=O)[O-]